N1=C(C=CC=C1)NC=1C=C(C=CC1)B(O)O 3-(PYRIDIN-2-YLAMINO)PHENYLBORONIC ACID